2-{[5-(azetidin-1-yl)-1-oxo-1,2-dihydro-2,7-naphthyridin-2-yl]methyl}imidazo[1,2-a]pyridine-6-carbaldehyde N1(CCC1)C1=C2C=CN(C(C2=CN=C1)=O)CC=1N=C2N(C=C(C=C2)C=O)C1